tert-butyl 2-[3-({6-chloro-3-[(2H3)methylcarbamoyl] pyridazin-4-yl} amino)-2-methoxyphenyl]-4H,6H,7H-pyrazolo[1,5-a]pyrazine-5-carboxylate ClC1=CC(=C(N=N1)C(NC([2H])([2H])[2H])=O)NC=1C(=C(C=CC1)C1=NN2C(CN(CC2)C(=O)OC(C)(C)C)=C1)OC